(4-((4-(4-(2,6-dioxopiperidin-3-yl)-2-fluorophenyl)piperazin-1-yl)methyl)-4-fluoro piperidin-1-yl)carbamate O=C1NC(CCC1C1=CC(=C(C=C1)N1CCN(CC1)CC1(CCN(CC1)NC([O-])=O)F)F)=O